2-{[4-({3-[(2-cyano-4-fluorophenoxy)methyl]phenyl}methyl)piperidin-1-yl]methyl}-1-{[(2S)-oxetan-2-yl]methyl}-1H-1,3-benzodiazole-6-carboxylic acid C(#N)C1=C(OCC=2C=C(C=CC2)CC2CCN(CC2)CC2=NC3=C(N2C[C@H]2OCC2)C=C(C=C3)C(=O)O)C=CC(=C1)F